[OH-].C(C1=CC=CC=C1)C=CC[NH+](CCC)CCC benzylallyldipropylammonium hydroxide